(R)-1-(3-bromo-5-fluoro-2-methylphenyl)ethan-1-amine BrC=1C(=C(C=C(C1)F)[C@@H](C)N)C